NC1=C(C(=NN1C1CCCC1)C1=CC=C(C=C1)CC(=O)O)C(N)=O 2-(4-(5-Amino-4-carbamoyl-1-cyclopentyl-1H-pyrazol-3-yl)phenyl)acetic acid